OCC([C@H](C[C@H]1C(NCC1)=O)NC(=O)[C@H]1N(C2CCC1CC2)C(=O)C2=CC1=C(N2)C(=CS1)C)=O (S)-N-((S)-4-hydroxy-3-oxo-1-((S)-2-oxopyrrolidin-3-yl)butan-2-yl)-2-(3-methyl-4H-thieno[3,2-b]pyrrole-5-carbonyl)-2-azabicyclo[2.2.2]octane-3-carboxamide